tert-butyl (2S,4R)-2-[[(1R)-1-[1-(benzenesulfonyl)pyrrolo[3,2-c]pyridin-2-yl]ethyl]carbamoyl]-4-(difluoromethoxy)pyrrolidine-1-carboxylate C1(=CC=CC=C1)S(=O)(=O)N1C(=CC=2C=NC=CC21)[C@@H](C)NC(=O)[C@H]2N(C[C@@H](C2)OC(F)F)C(=O)OC(C)(C)C